4-(2-(((R and S)-(1-methyl-1H-pyrazol-4-yl)((R)-1,2,3,4-tetrahydropyrido[2,3-b]pyrazin-3-yl)methyl)amino)ethyl)benzonitrile CN1N=CC(=C1)[C@H]([C@H]1CNC2=C(N1)N=CC=C2)NCCC2=CC=C(C#N)C=C2 |&1:6|